CC=1SC2=C(N1)NC(=C2)C(=O)Cl 2-methyl-4H-pyrrolo[2,3-d]thiazole-5-carbonyl chloride